CN[C@H]1[C@H](CCC1)O (1S,2R)-2-(methylamino)cyclopentanol